ClC1=CC=C(C=C1)C1=C(C=CC=C1)CN1CCC2(CNC2)CC1 7-((4'-chloro-[1,1'-biphenyl]-2-yl)methyl)-2,7-diazaspiro[3.5]nonane